CC1(C(C1C=C(Cl)Cl)(C)C)C(=O)OC1=CC(=CC=C1)OC1=CC=CC=C1 (3-phenoxyphenyl) methyl-3-(2,2-dichloro-vinyl)-2,2-dimethyl-cyclopropanecarboxylate